C(C1=CC=CC=C1)OCC[C@@H]1[C@@H](C[C@@]2(CCCN12)C(=O)OC(C)(C)C)CO tert-butyl (2R,3R,7aS)-3-(2-(benzyloxy)ethyl)-2-(hydroxymethyl)tetrahydro-1H-pyrrolizine-7a(5H)-carboxylate